ClC1=NC=CC2=CC(=C(C=C12)OC(C)C)C#N 1-chloro-7-isopropoxyisoquinoline-6-carbonitrile